C1(CC1)C(=O)NC1=NC=C(C(=O)NC([2H])([2H])[2H])C(=C1)NC1=C2N(C(C=3N(C2=CC=C1)N=C(N3)C)([2H])[2H])C 6-(cyclopropanecarboxamido)-4-((2,5-dimethyl-4,5-dihydro-[1,2,4]triazolo[1,5-a]quinoxalin-6-yl-4,4-d2)amino)-N-(methyl-d3)nicotinamide